C(#N)C1=C(C(=CC2=CC=CC=C12)F)C1=C(C=NN1C)C=1C=C2C(=CNC(C2=CC1)=O)CNC(OC(C)(C)C)=O tert-butyl ((6-(5-(1-cyano-3-fluoronaphthalen-2-yl)-1-methyl-1H-pyrazol-4-yl)-1-oxo-1,2-dihydroisoquinolin-4-yl)methyl)carbamate